4-nitrobenzyl ((2,6-dioxo-3-(1-oxoisoindolin-2-yl)piperidin-1-yl)methyl)carbamate O=C1N(C(CCC1N1C(C2=CC=CC=C2C1)=O)=O)CNC(OCC1=CC=C(C=C1)[N+](=O)[O-])=O